methyl-(S)-1-((S)-2-((tert-butoxycarbonyl)amino)-3-(3-(4,4,5,5-tetramethyl-1,3,2-dioxaborolan-2-yl)phenyl)propanoyl)hexahydropyridazine CN1N(CCCC1)C([C@H](CC1=CC(=CC=C1)B1OC(C(O1)(C)C)(C)C)NC(=O)OC(C)(C)C)=O